palmitoylethyl-trimethyl-ammonium C(CCCCCCCCCCCCCCC)(=O)C[N+](C)(C)CC